(methyl-isopropenyl)ketone CC=C(C)C(=O)C(=CC)C